ClC1=NC=C(C(=C1)NC1COC1)I 2-chloro-5-iodo-N-(oxetan-3-yl)pyridin-4-amine